NC(C(=O)O)C[Se]C1=CC=CC=C1 2-amino-3-(phenylseleno)propanoic acid